3-(4-isopropoxymethylbenzyl)-1-(4-fluorobenzyl)-1-(1-methylpiperidin-4-yl)urea C(C)(C)OCC1=CC=C(CNC(N(C2CCN(CC2)C)CC2=CC=C(C=C2)F)=O)C=C1